(S)-2-[2-(4-chloro-phenyl)-benzoimidazol-1-yl]-2-cyclohexyl-N-cyclopropyl-acetamide ClC1=CC=C(C=C1)C1=NC2=C(N1[C@H](C(=O)NC1CC1)C1CCCCC1)C=CC=C2